4-mercaptobutyl-trimethoxysilane SCCCC[Si](OC)(OC)OC